NC(=O)OC1CCN(CC1)C (1-methylpiperidin-4-yl) aminoFormate